FC1=C(C(=C(C(=C1F)F)F)F)CC1C=CC2=CC=CC=C12 1-((perfluorophenyl)methyl)-1H-indene